C(C)OC(COC1=NOC(=C1)[C@@H](C(=O)C1=C(C=CC=C1)N1[C@@H](C[C@H](C1)O)C(=O)N[C@@H](C)C1=CC=C(C=C1)C1=C(N=CS1)C)C(C)C)OCC (2S,4r)-1-((S)-2-(3-(2,2-diethoxyethoxy)isoxazol-5-yl)-3-methylbutanoyl-Phenyl)-4-hydroxy-N-((S)-1-(4-(4-methylthiazol-5-yl)phenyl)ethyl)pyrrolidine-2-carboxamide